4-methacryloxyethoxy-4'-bromobenzophenone C(C(=C)C)(=O)OCCOC1=CC=C(C(=O)C2=CC=C(C=C2)Br)C=C1